(3aR,5s,6aS)-N-(6-(2,3,5-Trifluorophenyl)pyridazin-3-yl)octahydrocyclopenta[c]pyrrol-5-amine hydrochloride Cl.FC1=C(C=C(C=C1F)F)C1=CC=C(N=N1)NC1C[C@@H]2[C@@H](CNC2)C1